NC1=NC=CC(=C1F)C1=CNC=2N=CN=C(C21)NCC2=NC(=CC=C2)N2C[C@H](N[C@H](C2)C)C 5-(2-Amino-3-fluoropyridin-4-yl)-N-((6-((3R,5S)-3,5-dimethylpiperazin-1-yl)pyridin-2-yl)methyl)-7H-pyrrolo[2,3-d]pyrimidin-4-amine